BrC1=C(C2=C(NC(=N2)CC2=C(C=C(C=C2)S(=O)(=O)CC)F)C=C1Cl)Cl 5-bromo-4,6-dichloro-2-(4-(ethylsulfonyl)-2-fluorobenzyl)-1H-benzo[d]imidazole